trans-N-(8-amino-6-chloro-2,7-naphthyridin-3-yl)-2-(pyridin-3-yl)cyclopropane-1-carboxamide NC=1N=C(C=C2C=C(N=CC12)NC(=O)[C@H]1[C@@H](C1)C=1C=NC=CC1)Cl